methyl (4S,7S,9aS)-4-amino-8,8-dimethyl-5-oxooctahydropyrrolo[2,1-b][1,3]oxazepine-7-carboxylate N[C@@H]1C(N2[C@@H](OCC1)CC([C@H]2C(=O)OC)(C)C)=O